C(C)(=O)N(N(C(C)=O)C(C)=O)C(C)=O Tetraacetylhydrazine